ethylenebis(4,6-di-t-butylphenyl) fluorophosphite P1(OC2=C(C=C(C=C2C(C)(C)C)C(C)(C)C)CCC2=C(C(=CC(=C2)C(C)(C)C)C(C)(C)C)O1)F